6-(5-methyl-2-pyridinyl)-N-[1-(5-methyl-1,3,4-thiadiazol-2-yl)ethyl]-8-tetrahydropyran-4-yloxy-quinazolin-4-amine CC=1C=CC(=NC1)C=1C=C2C(=NC=NC2=C(C1)OC1CCOCC1)NC(C)C=1SC(=NN1)C